3-(methylsulfonyl)-1H-indole-1-carboxylic acid CS(=O)(=O)C1=CN(C2=CC=CC=C12)C(=O)O